CC=1C(=CC=2NC3=CC=C(C=C3C2C1C)C#N)C1=C(C=CC(=C1)C#N)N 3,4-dimethyl-6-cyano-2-(2'-amino-5'-cyanophenyl)-9H-carbazole